6-((dimethylamino)methyl)-5-(2-(methoxymethyl)morpholino)pyridin-2-amine CN(C)CC1=C(C=CC(=N1)N)N1CC(OCC1)COC